(4-(2-hydroxypropan-2-yl)piperidin-1-yl)(4-morpholino-2-(3-(m-tolyl)-1H-pyrazol-1-yl)thieno[3,2-d]pyrimidin-6-yl)methanone OC(C)(C)C1CCN(CC1)C(=O)C1=CC=2N=C(N=C(C2S1)N1CCOCC1)N1N=C(C=C1)C=1C=C(C=CC1)C